phosphate compound with water O.P(=O)(O)(O)O